rac-(3R,4R)-4-amino-1-cyclopropylmethyl-piperidine-3-carboxylic acid (1-pyridin-2-yl-cyclopropyl)-amide, dihydrochloride Cl.Cl.N1=C(C=CC=C1)C1(CC1)NC(=O)[C@@H]1CN(CC[C@H]1N)CC1CC1 |r|